N-(9,9-dimethylfluoren-2-yl)-2-amino-9,9-spirobifluorene CC1(C2=CC=CC=C2C=2C=CC(=CC12)NC1=CC=2C3(C4=CC=CC=C4C2C=C1)C1=CC=CC=C1C=1C=CC=CC13)C